FC1=CC=C(C=N1)C=1C(=C(C#N)C(=CC1)OC)N1CCC(CC1)C1=NN=CN1C 3-(6-Fluoropyridin-3-yl)-6-methoxy-2-[4-(4-methyl-4H-1,2,4-triazol-3-yl)piperidin-1-yl]benzonitrile